3-(7-fluoro-3-oxo-4-(prop-2-yn-1-yl)-3,4-dihydrospiro[benzo[b][1,4]oxazin-2,1'-cyclopropan]-6-yl)-6-(trifluoromethyl)pyrimidine-2,4(1h,3h)-dione FC=1C(=CC2=C(OC3(CC3)C(N2CC#C)=O)C1)N1C(NC(=CC1=O)C(F)(F)F)=O